2-ethylhexyl 2-isopropyl-4-((2-ethylhexyl)(butoxycarbonyl)amino)-5-methylhexanoate C(C)(C)C(C(=O)OCC(CCCC)CC)CC(C(C)C)N(C(=O)OCCCC)CC(CCCC)CC